methyl-1,2,3-triazole CC=1N=NNC1